CC(CO)C(C)O 2-methyl-1,3-butanediol